The molecule is an o-quinone resulting from the formal oxidation of the dihydroxyphenyl moiety of 4-hydroxyestrone. It has a role as a human metabolite. It is a member of orthoquinones, a 17-oxo steroid and a 3-oxo-Delta(1) steroid. C[C@]12CC[C@H]3[C@H]([C@@H]1CCC2=O)CCC4=C3C=CC(=O)C4=O